C1(CCC(N1C(C(=O)[O-])(C)SSC(C(=O)[O-])(C)N1C(CCC1=O)=O)=O)=O dithiobis-(succinimidyl propionate)